1,2-bis(trichloromethyl) ethylene tert-butyl 3-(7-bromo-8-chloro-6-fluoro-1H-pyrazolo[4,3-c]quinolin-1-yl)azetidine-1-carboxylate BrC=1C(=CC=2C3=C(C=NC2C1F)C=NN3C3CN(C3)C(=O)OC(C)(C)C)Cl.ClC(C=CC(Cl)(Cl)Cl)(Cl)Cl